CN([C@@H]1CN(CC1)C(=O)OC(C)(C)C)C1=CC=NC2=CC=CC=C12 tert-butyl (S)-3-(methyl (quinolin-4-yl)amino)pyrrolidine-1-carboxylate